C1(=CC=CC=C1)C(\C=C\C=1SC=CC1)=O (E)-1-phenyl-3-(thien-2-yl)prop-2-en-1-one